NC(C(=O)O)C(CC1=CC=CC=C1)C1=CNC2=CC=CC=C12 2-amino-3-(1H-indol-3-yl)-4-phenylbutanoic acid